FC(C)(F)C1=NC=C(C(=N1)NC1=CC(=NC=C1C1=NN(C=C1)C)NC(C)=O)OC N-(4-((2-(1,1-difluoroethyl)-5-methoxypyrimidin-4-yl)amino)-5-(1-methyl-1H-pyrazol-3-yl)pyridin-2-yl)acetamide